OC=1C=C(C=C(C1)O)NS(=O)(=O)C1=CC=CC=C1 N-(3,5-dihydroxyphenyl)benzenesulfonamide